ClC=1C=C2N(C(N1)=O)CC1N2CC2C1C2 3-chloro-6,6a,7,7a,7b,8-hexahydro-1H-cyclopropa[3',4']pyrrolo[1',2':3,4]imidazo[1,2-c]pyrimidin-1-one